FC(C1=NN(C=C1C(=O)NC1=C(C=C(C=C1)F)Br)C)F 3-(difluoromethyl)-N-(4-fluoro-2-bromophenyl)-1-methylpyrazole-4-carboxamide